methyl 2-(3-acetamido-2-formyl phenoxy)acetate C(C)(=O)NC=1C(=C(OCC(=O)OC)C=CC1)C=O